3-(6-chloro-5-(2'-chloro-6'-hydroxy-[1,1'-biphenyl]-4-yl)-1H-indazol-3-yl)propanoic acid ClC1=C(C=C2C(=NNC2=C1)CCC(=O)O)C1=CC=C(C=C1)C1=C(C=CC=C1O)Cl